CC=1C(=CC(=NC1)C(=O)NC1=CC(=CC=C1)[C@H](C)SC1=NN=CN1C)C(F)(F)F (S)-5-methyl-N-(3-(1-((4-methyl-4H-1,2,4-triazol-3-yl)thio)ethyl)phenyl)-4-(trifluoromethyl)picolinamide